C(C=C)(=O)OCC(COCCC[Si](O[Si](O[Si](O[Si](O[Si](C)(C)CCCC)(C)C)(C)C)(C)C)(C)C)O 3-[3-(9-butyl-1,1,3,3,5,5,7,7,9,9-decamethyl-1-pentasiloxanyl)propoxyl]-2-hydroxylpropyl acrylate